4-Amino-7-((2R,3R,4S,5S)-3,4-dihydroxy-5-((((3-methyl-5-phenylisoxazol-4-yl)methyl)thio)methyl)tetrahydrofuran-2-yl)-5-iodo-7H-pyrrolo[2,3-d]pyrimidine-2-carbonitrile NC=1C2=C(N=C(N1)C#N)N(C=C2I)[C@@H]2O[C@@H]([C@H]([C@H]2O)O)CSCC=2C(=NOC2C2=CC=CC=C2)C